COC1=C2C(=CC=NC2=CC(=N1)OC)OC1=C(C=C(C=C1F)NC(C1=C(C=CC=C1)F)=O)F N-(4-((5,7-dimethoxy-1,6-naphthyridin-4-yl)oxy)-3,5-difluorophenyl)-2-fluorobenzamide